CC1CN=C(CC1)C=1C=CC2=C(C(=CS2)CC(=O)O)C1 2-[5-(3-methyl-2,3,4,5-tetrahydropyridin-6-yl)benzothiophen-3-Yl]Acetic Acid